4-[(4-isocyanatophenyl)methyl]benzene N(=C=O)C1=CC=C(C=C1)CC1=CC=CC=C1